C1(CC1)C=1C=CC(=CC1)C#C 5-cyclopropyl-2-ethynylbenzene